6-azido-N-(isoquinolin-4-yl)-2-methyl-3-(trifluoromethyl)benzamide N(=[N+]=[N-])C1=CC=C(C(=C1C(=O)NC1=CN=CC2=CC=CC=C12)C)C(F)(F)F